ethylhexyl 3-[(5-methoxy-6-nitropyridin-3-yl)sulfanyl]propanoate COC=1C=C(C=NC1[N+](=O)[O-])SCCC(=O)OC(CCCCC)CC